3,3-dibromobiphenyl BrC1(CC(=CC=C1)C1=CC=CC=C1)Br